N-[3-Fluoro-4-[(6-methoxy-1,5-naphthyridin-4-yl)oxy]phenyl]-1-(4-fluoro-2-methylphenyl)-6-methyl-2-oxopyridine-3-carboxamide FC=1C=C(C=CC1OC1=CC=NC2=CC=C(N=C12)OC)NC(=O)C=1C(N(C(=CC1)C)C1=C(C=C(C=C1)F)C)=O